C(=O)(O)C(CCCCCN(C(CCCCCCC(C(=O)O)F)CCCCCCCCC)C(CCCN(C)C)=O)F 9-[N-(6-carboxy-6-fluorohexyl)-4-(dimethylamino)butyrylamino]-2-fluorooctadecanoic acid